CC(C1=CC=CC=C1)OC(C(C)C)=O isobutyric acid α-methylbenzyl ester